5,7-dimethyl-3-((trimethylsilyl)oxy)-1H-indene-2-carbaldehyde CC=1C=C2C(=C(CC2=C(C1)C)C=O)O[Si](C)(C)C